NC=1C=C(C=CC1O)CC1=CC(=C(C=C1)O)N bis-(3-amino-4-hydroxyphenyl)methane